4'-pentyloxy-1,1-biphenyl C(CCCC)OC1=CC=C(C=C1)C1=CC=CC=C1